4-(3-methoxyphenyl)thiazole COC=1C=C(C=CC1)C=1N=CSC1